C(CCC(=O)C)(=O)O.C(C)C(=O)C(O)CO ethyl-glyceraldehyde levulinate